5-(2-bromoethoxy)-1-((cis)-3-hydroxy-3-methylcyclobutyl)-7-(trifluoromethyl)-1,3-dihydro-2H-benzo[d]imidazol-2-one BrCCOC1=CC2=C(N(C(N2)=O)C2CC(C2)(C)O)C(=C1)C(F)(F)F